O=C1NC(CCC1N1C(C2=CC=C(C=C2C1=O)NCCC[C@@H]1C[C@H](C1)N1N=CC(=C1)C1=NC(=CC=C1)N1CCOCC1)=O)=O 2-(2,6-dioxopiperidin-3-yl)-5-((3-(trans-3-(4-(6-morpholinopyridin-2-yl)-1H-pyrazol-1-yl)cyclobutyl)propyl)amino)isoindoline-1,3-dione